N-methyl-1-(2-fluoro-1-methylpropyl)-5-methyl-N-pyridazin-4-ylpyrazole-4-carboxamide CN(C(=O)C=1C=NN(C1C)C(C(C)F)C)C1=CN=NC=C1